COC1=CC=C(CS(=O)(=O)OC=2C=C(C=CC2)NC(=O)NC2=CC=C(C=C2)OS(=O)(=O)CC2=CC=C(C=C2)OC)C=C1 N-[3-(p-methoxybenzylsulfonyloxy)phenyl]-N'-[4-(p-methoxybenzylsulfonyloxy)phenyl]urea